NC1=CC=C(C(=N1)C=1C=C(C=CC1)CC(C(=O)OC(C)(C)C)(C)C)F tert-butyl 3-(3-(6-amino-3-fluoropyridin-2-yl) phenyl)-2,2-dimethylpropionate